(endo)-8-methyl-3-azabicyclo[3.2.1]octan-8-ol hydrochloride Cl.CC1(C2CNCC1CC2)O